N1(CCC1)C1=CC2=C(C=C(O2)C(=O)NS(=O)(=O)C2=C(C=CC(=C2)C(F)(F)F)NCC(F)F)C(=C1)F 6-(Azetidin-1-yl)-N-{2-[(2,2-difluoroethyl)amino]-5-(trifluoromethyl)benzene-1-sulfonyl}-4-fluoro-1-benzofuran-2-carboxamide